1,1'-([1,1'-biphenyl]-4,4'-diyl)bis{4-hydroxy-3-[(E)-diazenyl]naphthalene-1-sulfonic acid} C1(=CC=C(C=C1)C1(CC(=C(C2=CC=CC=C12)O)\N=N\[H])S(=O)(=O)O)C1=CC=C(C=C1)C1(CC(=C(C2=CC=CC=C12)O)\N=N\[H])S(=O)(=O)O